CN(CCCNC1=CC(=NC2=CC=CC=C12)C1=CC=C(C=C1)N1CCNCC1)C N1,N1-dimethyl-N3-(2-(4-(piperazin-1-yl)phenyl)quinolin-4-yl)propane-1,3-diamine